1-((1R,2R)-2-aminocyclohexyl)-3-(3,5-bis(trifluoromethyl)phenyl)thiourea N[C@H]1[C@@H](CCCC1)NC(=S)NC1=CC(=CC(=C1)C(F)(F)F)C(F)(F)F